1-(2-(4-chloro-3-ethoxybenzyl)-2,8-diazaspiro[4.5]decane-8-carbonyl)-1H-pyrazole-3-carboxylic acid ClC1=C(C=C(CN2CC3(CC2)CCN(CC3)C(=O)N3N=C(C=C3)C(=O)O)C=C1)OCC